(S)-3-(4-(4-(1-((R)-pent-2-yl)-1H-pyrazol-4-yl)pyrazolo[1,5-a]pyrazin-6-yl)-1H-pyrazol-1-yl)propane-1,2-diol C[C@H](CCC)N1N=CC(=C1)C=1C=2N(C=C(N1)C=1C=NN(C1)C[C@@H](CO)O)N=CC2